N10,N10,N10',N10'-Tetraphenyl-9,9'-bianthracene-10,10'-diamine C1(=CC=CC=C1)N(C1=C2C=CC=CC2=C(C2=CC=CC=C12)C=1C2=CC=CC=C2C(=C2C=CC=CC12)N(C1=CC=CC=C1)C1=CC=CC=C1)C1=CC=CC=C1